N-[[2-[4-[(5-cyclopentyl-1H-pyrazol-3-yl)amino]pyrimidin-2-yl]-2-azabicyclo[2.2.1]hept-4-yl]methyl]carbamic acid tert-butyl ester C(C)(C)(C)OC(NCC12CN(C(CC1)C2)C2=NC=CC(=N2)NC2=NNC(=C2)C2CCCC2)=O